2-amino-2-(4'-methyl-[1,1'-biphenyl]-4-yl)acetic acid NC(C(=O)O)C1=CC=C(C=C1)C1=CC=C(C=C1)C